IC=1C=C(C=CC1I)[B] 3,4-diiodophenylboron